3-(1-((1-(2-Chloro-2'-(isopentyloxy)-[1,1'-biphenyl]-4-carbonyl)piperidin-4-yl)methyl)-1H-1,2,3-triazol-4-yl)-5-fluoro-1H-indole-2-carboxylic acid isobutyl ester C(C(C)C)OC(=O)C=1NC2=CC=C(C=C2C1C=1N=NN(C1)CC1CCN(CC1)C(=O)C1=CC(=C(C=C1)C1=C(C=CC=C1)OCCC(C)C)Cl)F